N1N=NC(=C1)CNC(=O)[C@H]1N2C3=C(C=CC=C3C1)CC[C@@H](C2=O)NC(CNC(C2=CC=CC=C2)=O)=O (2S,5S)-5-(2-Benzoylamino-acetylamino)-4-oxo-1,2,4,5,6,7-hexahydro-azepino[3,2,1-hi]indole-2-carboxylic acid (1H-[1,2,3]triazol-4-ylmethyl)-amide